N1(N=CC=C1)C1=NC=C(C=C1)C(F)(F)F 2-(1H-pyrazol-1-yl)-5-(trifluoromethyl)pyridine